C(CCCCCCCCCCC)C=1N(C(=NC1)C)C dodecyl-2,3-dimethylimidazole